[2-(tert-Butyl)-2-oxoethyl]propanedinitrile C(C)(C)(C)C(CC(C#N)C#N)=O